C(CC)N.C(CC)N.C(C1=CC=C(C(=O)O)C=C1)(=O)O terephthalic acid bis(n-propylamine) salt